C(C)C1(CCCC1)NC1=NC(=NC=C1C#N)SC 4-(1-ethylcyclopentylamino)-2-(methylthio)pyrimidine-5-carbonitrile